ClC=1C=C(C=C(C1)Cl)[C@H](CC(=O)O)N(C1CC2(CN(C2)CCC2=NC=3NCCCC3C=C2)C1)C (S)-3-(3,5-dichlorophenyl)-3-(methyl-(2-(2-(5,6,7,8-tetrahydro-1,8-naphthyridin-2-yl)ethyl)-2-azaspiro[3.3]hept-6-yl)amino)propanoic acid